OC=1C=C(CNC(=O)C2=NC3=C(C(=CC=C3C=C2)C(=O)O)O)C=CC1O 2-(3,4-dihydroxybenzylcarbamoyl)-8-hydroxyquinoline-7-carboxylic acid